(E)-N-(1,3-dihydroxyheptadec-4-en-2-yl)stearamide OCC(C(\C=C\CCCCCCCCCCCC)O)NC(CCCCCCCCCCCCCCCCC)=O